Cl.FC1([C@@H](CN[C@@H]1CCO)NS(=O)(=O)C)F N-[(3R,5R)-4,4-Difluoro-5-(2-hydroxyethyl)pyrrolidin-3-yl]methanesulfonamide hydrochloride